CN1N=CC=C1C1=CC=C(C=C1)[C@H](C)NC(OCC1=CC=CC=C1)=O benzyl N-[(1S)-1-[4-(2-methylpyrazol-3-yl)phenyl]ethyl]carbamate